TRITHIAHEXANE CCCSSS